ClC=1C=C2C(=NC=NC2=C(C1)Cl)N 6,8-dichloroquinazolin-4-amine